CN1N=CC(=C1)C=1C=C(C=2N(C1)N=CC2)O 6-(1-methylpyrazol-4-yl)pyrazolo[1,5-a]pyridin-4-ol